3-((1S,2R,3R,4R)-1-(Aminomethyl)-2,3-dihydroxy-6,8-dioxabicyclo[3.2.1]octan-4-yl)oxazolidin-2-one NC[C@@]12[C@@H]([C@@H]([C@H](C(OC1)O2)N2C(OCC2)=O)O)O